C(C)(C)(C)OC(=O)N[C@@H](CCSC)C(=O)OC(C)(C)C tert-butyl (tert-butoxycarbonyl)-L-methioninate